FC(C1=CC=C(CNC=2C=3N(C=C(N2)CNC(C=C)=O)C=CN3)C=C1)(F)F N-((8-((4-(trifluoromethyl)benzyl)amino)imidazo[1,2-a]pyrazin-6-yl)methyl)acrylamide